((tertbutyldimethylsilyl)oxy)8-(3-hydroxyprop-1-yn-1-yl)-6H-benzo[c]chromen-6-one C(C)(C)(C)[Si](OC1=C2C3=C(C(OC2=CC=C1)=O)C=C(C=C3)C#CCO)(C)C